2,2-di(ethyl-ferrocenyl)propane C(C)C=1[C-](C=CC1)C(C)(C)[C-]1C(=CC=C1)CC.[CH-]1C=CC=C1.[Fe+2].[CH-]1C=CC=C1.[Fe+2]